C(C)OC1=CC=C(CBr)C=C1 4-ethoxybenzyl bromide